N1N=C(C=C1)NC1=CC=C(C(=N1)CC1(C[C@H](N(CC1)CC1=C(C(=CC=C1)C)F)C)C(=O)O)F (2R)-4-((6-((1H-pyrazol-3-yl)-amino)-3-fluoropyridin-2-yl)methyl)-1-(2-fluoro-3-methylbenzyl)-2-methyl-piperidine-4-carboxylic acid